CN(CC[C@H](CSC1=CC=CC=C1)NC1=C(C=C(C=C1F)S(=O)(=O)NC(=O)C1(CCCCCC1)OC)F)C (R)-N-((4-((4-(dimethylamino)-1-(phenylthio)butan-2-yl)amino)-3,5-difluorophenyl)sulfonyl)-1-methoxycycloheptane-1-carboxamide